FC1=CC=C(S1)CC[C@@]1(CN(CC1)C(C)(C)C=1C=NC(=CC1)C)[C@H](C)NC(=O)N |o1:8| 1-((S)-1-((R or S)-3-(2-(5-fluoro-thiophen-2-yl)ethyl)-1-(2-(6-methylpyridin-3-yl)propan-2-yl)pyrrolidin-3-yl)ethyl)urea